Indium-tungsten oxide [W]=O.[In]